(3R)-3-methyl-3-{5-methyl-2-[trans-4-(trifluoromethyl)cyclohexyl]pyrazolo[1,5-a]pyrimidin-7-yl}piperidine C[C@@]1(CNCCC1)C1=CC(=NC=2N1N=C(C2)[C@@H]2CC[C@H](CC2)C(F)(F)F)C